C(C)(C)(C)OC(=O)N([C@H](C[C@@H](OCC)C=1SC=CN1)C(C)C)C 2-((1R,3R)-3-((tert-butoxycarbonyl)(methyl)amino)-1-ethoxy-4-methylpentyl)thiazole